COCC1=NN(C(=C1C)C(=O)O)COCC[Si](C)(C)C 3-(methoxymethyl)-4-methyl-1-((2-(trimethylsilyl)ethoxy)methyl)-1H-pyrazole-5-carboxylic acid